C(C\C=C/CC)OC=C(CCCCCCCCC)C (((Z)-hex-3-en-1-yl)oxy)-2-methylundec-1-ene